[Zr].[W].[V].C(=O)C1CCC(CC1)N1N=C2C=CC(=CC2=C1)NC(=O)C1=NC(=CC=C1)C(F)(F)F N-[2-(4-formylcyclohexyl)indazol-5-yl]-6-(trifluoromethyl)pyridine-2-carboxamide vanadium-tungsten-zirconium